6-ethyl-3,10,14-trimethylpentadec-1-ene C(C)C(CCC(C=C)C)CCCC(CCCC(C)C)C